(15Z)-18-chloro-15-octadecenyl acetate C(C)(=O)OCCCCCCCCCCCCCC\C=C/CCCl